2-linoleoyl-1-palmitoyl-sn-glycerol C(CCCCCCC\C=C/C\C=C/CCCCC)(=O)O[C@H](COC(CCCCCCCCCCCCCCC)=O)CO